SCCCC=CO 5-mercaptopentenol